C1(CCCCC1)C([C@@H](C(=O)NC1=C(C=C(C=C1)[C@H](CC(F)F)N1C(N[C@@H](C1)C(F)(F)F)=O)F)NC(=O)C1=CC=NN1C(C)C)C1CCCCC1 N-((S)-1,1-dicyclohexyl-3-((4-((S)-3,3-difluoro-1-((S)-2-oxo-4-(trifluoromethyl)imidazolidin-1-yl)propyl)-2-fluorophenyl)amino)-3-oxopropan-2-yl)-1-isopropyl-1H-pyrazole-5-carboxamide